C(C)(C)(C)C1=C(C(=CC=C1)C(C)(C)C)S 2,6-di-tert-butylthiophenol